CN1N=CC(=C1OS(=O)(=O)CCC)C(=O)C=1C=CC2=C(C(CS2(=O)=O)(C)C)C1C 1-methyl-4-[(3,3,4-trimethyl-1,1-dioxido-2,3-dihydro-1-benzothiophen-5-yl)carbonyl]-1H-pyrazol-5-ylpropane-1-sulfonate